C(C)(C)(C)OC(=O)N1C(N(C2=C1C=CC=C2)CC=2SC(=CC2)CS(=O)(=O)C)=O ((5-(methylsulfonylmethyl)thiophen-2-yl)methyl)-2-oxo-2,3-dihydro-1H-benzo[d]imidazole-1-carboxylic acid tert-butyl ester